FC1(OC2=C(O1)C=C(C(=C2)NC(C)=O)C2(CCC2)O)F N-(2,2-difluoro-6-(1-hydroxycyclobutyl)benzo[d][1,3]dioxol-5-yl)acetamide